(2R,3R,4S,5S,6S)-2-(2-(diethoxyphosphoryl) ethyl)-6-hydroxytetrahydro-2H-pyran-3,4,5-triyltriacetate C(C)OP(=O)(OCC)CC[C@H]1O[C@@H]([C@H]([C@H]([C@H]1CC(=O)[O-])CC(=O)[O-])CC(=O)[O-])O